CC1=C(OC2=C(C=C(C=C2C1=O)C)[C@@H](C)NC1=C(C(=O)O)C=CC=C1)C1=CC=C(C=C1)C1CN(CCO1)C 2-[[(1R)-1-[3,6-dimethyl-2-[4-(4-methylmorpholin-2-yl)phenyl]-4-oxo-chromen-8-yl]ethyl]amino]benzoic acid